5'H,7'H-spiro[cyclopropane-1,4'-thieno[2,3-c]pyran] S1C=CC2=C1COCC21CC1